N[C@@H]1CN(CC1)C(=O)C=1SC(=CC1C)C1=CC=C(C=C1)C1(CCOCC1)N(C)C (S)-(3-aminopyrrolidin-1-yl)(5-(4-(4-(dimethylamino)tetrahydro-2H-pyran-4-yl)phenyl)-3-methylthiophen-2-yl)methanone